C(=O)(OCC1C2=CC=CC=C2C2=CC=CC=C12)N1CCN(CC1)C(=O)OC(C)(C)C 1-Fmoc-4-Boc-piperazine